(S)-2,5-dioxopyrrolidin-1-yl 2-((S)-2-(2,2-dipropiolamidoacetamido)propanamido)propanoate C(C#C)(=O)NC(C(=O)N[C@H](C(=O)N[C@H](C(=O)ON1C(CCC1=O)=O)C)C)NC(C#C)=O